rel-N-(1-cyanocyclopropyl)-1-(5-(difluoromethyl)-1,3,4-thiadiazol-2-yl)-4-((3S,5S)-3-(methoxymethyl)-5-methylpiperazin-1-yl)-1H-benzo[d]imidazole-6-sulfonamide C(#N)C1(CC1)NS(=O)(=O)C=1C=C(C2=C(N(C=N2)C=2SC(=NN2)C(F)F)C1)N1C[C@H](N[C@H](C1)C)COC |o1:28,30|